N-(phosphorylmethyl)iminodiacetic acid P(=O)#CN(CC(=O)O)CC(=O)O